C(C=C)OC(C)(C)C1=C(C=CC(=C1)C(F)(F)F)Br 2-(2-(allyloxy)propane-2-yl)-1-bromo-4-(trifluoromethyl)benzene